ClC=1C(=NC(=NC1)NC1=C(C=CC(=C1)OC)N(C)CCOC)NC1=C(C=CC=C1)P(=O)(C)C 5-chloro-N4-(2-dimethylphosphorylphenyl)-N2-[5-methoxy-2-[2-methoxyethyl(methyl)amino]phenyl]Pyrimidine-2,4-diamine